NC(C(C)N(C1=CC(=C(C=C1)F)F)C=1SC=CN1)=O (N-(2-amino-1-methyl-2-oxo-ethyl)-3,4-difluoro-anilino)thiazole